NC1=NC2=C(C=C(C=C2C=N1)C1=C(C=C(C=C1)OC1=NC=CC=C1)Cl)C1N(CCC1)C(C#CC)=O 1-(2-(2-amino-6-(2-chloro-4-(pyridin-2-yloxy)phenyl)quinazolin-8-yl)pyrrolidin-1-yl)but-2-yn-1-one